N-[3-fluoro-5-(2-methylpropyl)pyridin-2-yl]-2-[(1-methyl-1H-1,2,3,4-tetrazol-5-yl)sulfanyl]-5-nitrobenzamide FC=1C(=NC=C(C1)CC(C)C)NC(C1=C(C=CC(=C1)[N+](=O)[O-])SC1=NN=NN1C)=O